N1(CCC1)C(=O)C=1OC2=C(C1)C=C(C(=C2)C=2N=NC(=CC2)N([C@H]2[C@H]([C@@H]1CC[C@H](C2)N1C)F)C1CC1)O azetidin-1-yl(6-(6-(cyclopropyl-((1S,2S,3R,5R)-2-fluoro-8-methyl-8-azabicyclo[3.2.1]octan-3-yl)amino)pyridazin-3-yl)-5-hydroxybenzofuran-2-yl)methanone